C(CCCCCCCCCCCCC)C(C(C(O)CCCCCCCCCCCCCC)O)O ditetradecyl-glycerol